NC(CN(C1=C(C=CC(=N1)C(=O)O)[C@H]1CC2(CC(C2)(F)F)CCN1CC1=C2C=CNC2=C(C=C1OC)C)C)=O (R)-6-((2-amino-2-oxoethyl)(methyl)amino)-5-(2,2-difluoro-7-((5-methoxy-7-methyl-1H-indol-4-yl)methyl)-7-azaspiro[3.5]nonan-6-yl)picolinic acid